Pyrrole-5-carboxylic acid N1C=CC=C1C(=O)O